1-(3-bromophenyl)piperidine methyl-N-[5-[6-[(4-fluoro-3-methoxy-phenyl)-methyl-carbamoyl]-4-methyl-benzimidazol-1-yl]-2-pyridyl]carbamate COC(NC1=NC=C(C=C1)N1C=NC2=C1C=C(C=C2C)C(N(C)C2=CC(=C(C=C2)F)OC)=O)=O.BrC=2C=C(C=CC2)N2CCCCC2